P(=O)(O)(O)OC[C@@H]1[C@H]([C@@H]([C@H](C(O)O1)NC(C)=O)O)O N-acetyl-glucosamine 6-phosphate